2,4,6-tri(3',5'-di-tert-butyl-4'-hydroxybenzyl)mesitylene C(C)(C)(C)C=1C=C(CC2=C(C(=C(C(=C2C)CC2=CC(=C(C(=C2)C(C)(C)C)O)C(C)(C)C)C)CC2=CC(=C(C(=C2)C(C)(C)C)O)C(C)(C)C)C)C=C(C1O)C(C)(C)C